(Z)-5-fluoro-3-(2-fluorobenzylidene)indolin-2-one FC=1C=C2/C(/C(NC2=CC1)=O)=C/C1=C(C=CC=C1)F